C(C)(C)(C)OC(=O)N[C@@H]1CSC2=C(C1)C(=C(C(=C2)OCOCCOC)N(C(C(F)(F)F)=O)CC(=O)OC)F methyl [{(3S)-3-[(tert-butoxycarbonyl)amino]-5-fluoro-7-[(2-methoxyethoxy)methoxy]-3,4-dihydro-2H-1-benzothiopyran-6-yl}(trifluoroacetyl)amino]acetate